2-amino-tetrahydropyrano[3,2-c]quinolin-5-one NC1CCC2C(N=C3C=CC=CC3=C2O1)=O